C(C)(=O)C=1C=CC(=C(C1)NS(=O)(=O)C1=CC=C(C=C1)S(=O)(=O)N(C)C)N1CCCCC1 N1-(5-acetyl-2-(piperidin-1-yl)phenyl)-N4,N4-dimethylbenzene-1,4-disulfonamide